(acridin-1-yl)imidazo[1,2-a]Pyridin-2-amine C1(=CC=CC2=NC3=CC=CC=C3C=C12)C1=C(N=C2N1C=CC=C2)N